(S)-5-((tert-butyldiphenylsilyl)oxy)-6-(ethyl-(methyl)amino)-2-methyl-hex-1-en-3-one [Si](C1=CC=CC=C1)(C1=CC=CC=C1)(C(C)(C)C)O[C@@H](CC(C(=C)C)=O)CN(C)CC